N-(Cyclobutylmethyl)-4-(3-pyridyl)aniline C1(CCC1)CNC1=CC=C(C=C1)C=1C=NC=CC1